N-((4-methylmorpholin-2-yl)methyl)acetamide CN1CC(OCC1)CNC(C)=O